1-(4-chlorophenyl)-1-phenylthiourea ClC1=CC=C(C=C1)N(C(=S)N)C1=CC=CC=C1